ClC1=CC(=NC=C1C(=O)NCCC1=CC=C(C(=O)O)C=C1)Cl 4-(2-(4,6-Dichloronicotinamido)ethyl)benzoic acid